2,3,6-Triethyl-5-methyl-4-isobutoxy-phenol C(C)C1=C(C(=C(C(=C1CC)OCC(C)C)C)CC)O